heptyl 4-hydroxybenzoate OC1=CC=C(C(=O)OCCCCCCC)C=C1